FC1=CC=C(C=C1)S(=O)(=O)N1CC=2CNCC2C1 2-(4-fluorophenylsulfonyl)-1,2,3,4,5,6-hexahydropyrrolo[3,4-c]pyrrole